C=1(C(O)=CC(C)=CC1)C(=O)O m-cresotinic acid